octyl-cyanoacrylate C(CCCCCCC)C=C(C(=O)[O-])C#N